CC1(OB(OC1(C)C)C=1C=NN(C1)CC(F)(F)F)C 4-(4,4,5,5-tetramethyl-1,3,2-dioxaborolan-2-yl)-1-(2,2,2-trifluoroethyl)pyrazole